NC1[C@H]2CS(C[C@@H]12)(=O)=O (1R,5S,6r)-6-amino-3-thiabicyclo[3.1.0]hexane 3,3-dioxide